6-chloro-N-(4-((3-(difluoromethyl)-3H-imidazo[4,5-b]pyridin-6-yl)oxy)-2-fluoro-3-methylphenyl)pyrido[3,2-d]pyrimidin-4-amine ClC=1C=CC=2N=CN=C(C2N1)NC1=C(C(=C(C=C1)OC=1C=C2C(=NC1)N(C=N2)C(F)F)C)F